C=1(C(=CC(=CC1C(=O)Cl)C(=O)Cl)C(=O)Cl)C1=CC(=CC(=C1)C(=O)Cl)C(=O)Cl 2,3',4,5',6-biphenyl-pentacarbonyl chloride